N-(5-(tert-butyl)-1-(oxetan-3-yl)-1H-pyrazol-3-yl)-7-chloro-1-methyl-6-(pyrazolo[1,5-a]pyrazin-3-yloxy)-1H-imidazo[4,5-b]pyridin-2-amine C(C)(C)(C)C1=CC(=NN1C1COC1)NC=1N(C=2C(=NC=C(C2Cl)OC=2C=NN3C2C=NC=C3)N1)C